4-chloro-6-(3-methoxy-2-methylphenyl)-2-(1-methyl-1H-imidazol-2-yl)-5-(pyridin-2-yl)pyrrolo[2,1-f][1,2,4]triazine ClC1=NC(=NN2C1=C(C(=C2)C2=C(C(=CC=C2)OC)C)C2=NC=CC=C2)C=2N(C=CN2)C